1-(4-(4-aminobut-1-yn-1-yl)phenyl)dihydropyrimidine-2,4(1H,3H)-dione NCCC#CC1=CC=C(C=C1)N1C(NC(CC1)=O)=O